4-chloro-2-methyl-1-(phenylsulfonyl)-1H-pyrrolo[3,2-c]pyridine ClC1=NC=CC2=C1C=C(N2S(=O)(=O)C2=CC=CC=C2)C